ClC[B-](F)(F)F.[K+] potassium (chloromethyl)trifluoroborate